N1CCC(CC1)CO (piperidin-4-yl)methanol